C(C)(C)(C)N[C@@H]1CN(CC1)C=1N=NC(=CC1)C1=C(C=C(C=C1)C=1C=NN(C1)C1OCCCC1)OCOC (3S)-N-tert-butyl-1-{6-[2-(methoxymethoxy)-4-[1-(oxan-2-yl)pyrazol-4-yl]phenyl]pyridazin-3-yl}pyrrolidin-3-amine